1-(1-((3-(5,6-dimethoxypyridin-3-yl)phenyl)sulfonyl)-5-(2-fluorophenyl)-1H-pyrrol-3-yl)-N-methylmethylamine COC=1C=C(C=NC1OC)C=1C=C(C=CC1)S(=O)(=O)N1C=C(C=C1C1=C(C=CC=C1)F)CNC